N-(4-(7-(8-ethynyl-7-fluoronaphthalen-1-yl)-8-fluoro-2-(((S)-1-methylpiperidin-2-yl)methoxy)pyrido[4,3-d]pyrimidin-4-yl)-1,4-oxazepan-6-yl)acrylamide C(#C)C=1C(=CC=C2C=CC=C(C12)C1=C(C=2N=C(N=C(C2C=N1)N1CCOCC(C1)NC(C=C)=O)OC[C@H]1N(CCCC1)C)F)F